C(CCC)[Sn](C=1SC(=CN1)OC)(CCCC)CCCC tributyl-(5-methoxythiazol-2-yl)stannane